FC=1C=C(CN2CCN(CC2)C2=CC=C(C=N2)C2=NC3=CC(=CC=C3C=N2)I)C=CC1 (6-(4-(3-fluorobenzyl)piperazin-1-yl)pyridin-3-yl)-7-iodoquinazoline